C(C)(C)C1(CC=C(C=C1)C(C)C)C1=CC=CC=C1COCC1=CC=CC=C1C1(CC=C(C=C1)C(C)C)C(C)C 1,4-diisopropylbenzenebenzyl ether